ClC1=CC=2C3=C(C(=NC2C(=C1C1=C2C=NNC2=CC(=C1C)Cl)F)OC[C@H]1N(CCC1)C)C=NN3[C@@H]3C[C@H](NCC3)CC#N 2-((2S,4S)-4-(8-chloro-7-(6-chloro-5-methyl-1H-indazol-4-yl)-6-fluoro-4-(((S)-1-methylpyrrolidin-2-yl)methoxy)-1H-pyrazolo[4,3-c]quinolin-1-yl)piperidin-2-yl)acetonitrile